FC=1C=C(C=CC1)NCC(=O)C1=CC=C(C=C1)C1=NOC(=N1)C(F)(F)F 2-((3-Fluorophenyl)amino)-1-(4-(5-(trifluoromethyl)-1,2,4-oxadiazol-3-yl)phenyl)ethan-1-on